3-(methoxymethoxy)-5-(1-(tetrahydro-2H-pyran-2-yl)-1H-pyrazol-4-yl)-2-(tributylstannyl)pyridine COCOC=1C(=NC=C(C1)C=1C=NN(C1)C1OCCCC1)[Sn](CCCC)(CCCC)CCCC